C(C1=CC=CC=C1)OC=1C(=NC=NC1OCC1=CC=CC=C1)CN1COC(=C1)C1=CC=C(C=C1)C#CC1=CC=C(C=C1)CN1CCOCC1 3-((5,6-bis(benzyloxy)pyrimidin-4-yl)methyl)-5-(4-((4-(morpholinomethyl)phenyl)ethynyl)phenyl)oxazole